ClC1=C(C=CC(=C1)CNCCC(=O)N(C)CCCNC1=NC2=C(C3=CN=CC=C13)C=CC(=C2)C(=O)N)C2=CC=CC=C2 5-((3-(3-(((2-chloro-[1,1'-biphenyl]-4-yl)methyl)amino)-N-methylpropanamido)propyl)amino)benzo[c][2,6]naphthyridine-8-carboxamide